FC(C(=O)O)(F)F.C1(=CC=CC=C1)[C@H]1C[C@H](NC1)C(=O)O (2S,4R)-4-phenylpyrrolidine-2-carboxylic acid trifluoroacetic acid salt